4-{4-(2-chlorobenzoyl)phenylthio}phenylbis(4-fluorophenyl)sulfonium hexafluoroantimonate F[Sb-](F)(F)(F)(F)F.ClC1=C(C(=O)C2=CC=C(C=C2)SC2=CC=C(C=C2)[S+](C2=CC=C(C=C2)F)C2=CC=C(C=C2)F)C=CC=C1